2,3,4,6-tetraaminopyrimidine NC1N=C(C=C(N1N)N)N